methyl (1R,7aR*)-1-methoxy-6-methylenetetrahydro-1H-pyrrolizine-7a(5H)-carboxylate CO[C@@H]1CCN2CC(C[C@]12C(=O)OC)=C |o1:9|